C(C=C)N1C=CC2=CC=C(C=C12)F 1-allyl-6-fluoro-1H-indol